tertbutyl (E)-2-((dimethylamino)methylene)-3-oxo-8-azabicyclo[3.2.1]octane-8-carboxylate CN(C)\C=C\1/C2CCC(CC1=O)N2C(=O)OC(C)(C)C